(2-((4-fluorobenzyl)oxy)benzyl)(4-hydroxybutyl)carbamic acid tert-butyl ester C(C)(C)(C)OC(N(CCCCO)CC1=C(C=CC=C1)OCC1=CC=C(C=C1)F)=O